22E-ergosta-6,22-dien-3b-ol CC(C)[C@@H](C)\C=C\[C@@H](C)[C@H]1CC[C@H]2[C@@H]3C=CC4C[C@H](CC[C@]4(C)[C@H]3CC[C@]12C)O